CC1=NC(=CC(=N1)NC1=NC=C(C(=O)NOCC)C(=C1)NC1=C(C(=CC=C1)C1=NN(C=N1)C)OC)C 6-((2,6-dimethyl-pyrimidin-4-yl)amino)-N-ethoxy-4-((2-methoxy-3-(1-methyl-1H-1,2,4-triazol-3-yl)phenyl)amino)nicotinamide